ClC1=C(C=CC=C1)C1COCCCN1C1=NC(=NC(=C1)C)N 4-[3-(2-chlorophenyl)-1,4-oxazepan-4-yl]-6-methyl-pyrimidin-2-amine